6-(4-chloro-2-fluorophenyl)ethoxy-3',6'-dihydro-[2,4'-bipyridine]-1'(2'H)-carboxylate ClC1=CC(=C(C=C1)CCOC1=CC=CC(=N1)C=1CCN(CC1)C(=O)[O-])F